5-Chloro-2-morpholinothiazol-4-ylmethanol ClC1=C(N=C(S1)N1CCOCC1)CO